C(C=C)(=O)N1C[C@](CC1)(C1=C(C(=CC=C1F)Cl)Cl)NC1=CC=C2CCN(C(C2=C1)=O)CC(=O)N (s)-2-(7-((1-acryloyl-3-(2,3-dichloro-6-fluorophenyl)pyrrolidin-3-yl)amino)-1-oxo-3,4-dihydroisoquinolin-2(1H)-yl)acetamide